C1(=CC=CC=C1)N1C2=CC=CC=C2C=2C=C(C=CC12)C=1C=CC2=C(C3=C(O2)C=CC=C3B(O)O)C1 8-(9-phenyl-9H-carbazol-3-yl)dibenzofuran-1-boronic acid